N-(2-(3-hydroxy-2-methyl-4-oxopyridyl)ethyl)-4-chlorophthalimide OC1C(=NC=C(C1=O)CCN1C(C=2C(C1=O)=CC(=CC2)Cl)=O)C